C(C)N1C(N(C=2N=C(N(C2C1=O)C)SC)C)=O 1-ethyl-3,7-dimethyl-8-(methylthio)-1H-purine-2,6(3H,7H)-dione